4-((R)-3-((cyclobutylmethyl)amino)piperidin-1-yl)-1-(1-(4-(5-(dimethyl-amino)pyridin-3-yl)-1H-1,2,3-triazol-1-yl)ethyl)pyridin-2(1H)-one C1(CCC1)CN[C@H]1CN(CCC1)C1=CC(N(C=C1)C(C)N1N=NC(=C1)C=1C=NC=C(C1)N(C)C)=O